IC1=CC=C(S1)C[C@@]1([C@H](O)[C@H](O)[C@@H](CO)O1)N1C=NC=2C(N)=NC=NC12 [(5-iodothien-2-yl)methyl]adenosine